CC/C=C\C/C=C\C/C=C\CCCCCCC(=O)O (8z,11z,14z)-heptadecatrienoic acid